S1C(=NC2=C1C=CC=C2)N2NC(=NN2C2=C(C=C(C=C2)C(=O)O)OC)C2=CC=C(C=C2)C(NCCS(=O)(=O)O)=O 2-benzothiazolyl-3-(4-carboxy-2-methoxyphenyl)5-[4-(2-sulfoethylcarbamoyl)phenyl]-2H-tetrazole